3-ethyl-5-[4-(4-phenylcyclohexyl)piperazin-1-yl]pyridazine C(C)C=1N=NC=C(C1)N1CCN(CC1)C1CCC(CC1)C1=CC=CC=C1